C(C)(C)(C)OC(=O)N1C=C(C=2C1=NC=C(C2)[N+](=O)[O-])Cl 3-Chloro-5-nitro-1H-pyrrolo[2,3-b]pyridine-1-carboxylic acid tert-butyl ester